FC=1C(=CC(=C(C(=O)O)C1)O[C@@H](CN1CCCC1)C)N1N=C2COCCN2C1=O |r| Rac-5-fluoro-4-(3-oxo-5,6-dihydro-3H-[1,2,4]triazolo[3,4-c][1,4]oxazin-2(8H)-yl)-2-{[1-(pyrrolidin-1-yl)propan-2-yl]oxy}benzoic acid